tert-butyl (1-(6-morpholino-9-((2-(trimethylsilyl)ethoxy)methyl)-9H-purin-8-yl)piperidin-4-yl)carbamate O1CCN(CC1)C1=C2N=C(N(C2=NC=N1)COCC[Si](C)(C)C)N1CCC(CC1)NC(OC(C)(C)C)=O